[Cl-].CC1(OC[C@@]2(C1)C[C@H]([NH2+]CC2)C)C (5R,7R)-3,3,7-trimethyl-2-oxa-8-azaspiro[4.5]decan-8-ium chloride